(N-CARBONYL)SULFONAMIDE C(=O)=NS(=O)=O